(R)-8-(cyclopropylmethoxy)-4-((1-(3-(difluoromethyl)-2-fluorophenyl)ethyl)amino)-6-(1-(fluoromethyl)cyclopropyl)-2-methylpyrido[4,3-d]pyrimidin-7(6H)-one C1(CC1)COC=1C(N(C=C2C1N=C(N=C2N[C@H](C)C2=C(C(=CC=C2)C(F)F)F)C)C2(CC2)CF)=O